O=C1N(CCC(N1)=O)C=1C=C(CN2CCN(CC2)CC2=CC3=C(N(C(=N3)NC(C3=CC(=CC=C3)C(F)(F)F)=O)C3CCC(CC3)CO)C=C2)C=CC1 N-(5-((4-(3-(2,4-dioxotetrahydropyrimidin-1(2H)-yl)benzyl)piperazin-1-yl)methyl)-1-((1s,4s)-4-(hydroxymethyl)cyclohexyl)-1H-benzo[d]imidazol-2-yl)-3-(trifluoromethyl)benzamide